6-(4-Bromo-2-fluorobenzoyl)cyclohex-3-ene-1-carboxylic acid BrC1=CC(=C(C(=O)C2CC=CCC2C(=O)O)C=C1)F